6-(1-(2-methyl-6-(trifluoromethyl)pyridin-3-yl)piperidin-4-yl)-2-thia-6-azaspiro[3.4]octane 2,2-dioxide CC1=NC(=CC=C1N1CCC(CC1)N1CC2(CS(C2)(=O)=O)CC1)C(F)(F)F